N-(2-ethylhexyl)methacrylamide C(C)C(CNC(C(=C)C)=O)CCCC